C(C=CCCCCCCCCCCCCCCCC)(=O)OCC(OC(C=CC=C\C=C/C=CCCCCCCCCCCCCC)=O)COP(=O)([O-])OCC[N+](C)(C)C 1-(9Z-nonadecenoyl)-2-(7Z,10Z,13Z,16Z-docosatetraenoyl)-glycero-3-phosphocholine